ClC=1C(=NC(=NC1)NC1CCC(CC1)NC(=O)C=1C=NNC1)C=1C=NN(C1CC1CC1)C N-((1R,4R)-4-((5-chloro-4-(5-(cyclopropyl-methyl)-1-methyl-1H-pyrazol-4-yl)pyrimidin-2-yl)amino)cyclohexyl)-1H-pyrazole-4-carboxamide